COC1=CC=C(C=C1)NC1=CC=C(N)C=C1 4-(4-methoxyphenylamino)aniline